C1(CC1)NS(=O)(=O)C1=CC=C(O1)C(=O)O 5-(cyclopropylsulfamoyl)furan-2-carboxylic acid